14-fluoro-9,17-dimethyl-16-(2,2,2-trifluoro-1-hydroxy-ethyl)-10-oxa-2,12,18,20-tetrazapentacyclo[9.7.1.14,7.02,8.015,19]icosa-1(18),11(19),12,14,16-pentaene-20-carboxylate FC=1C=NC=2OC(C3C4CCC(CN3C3=NC(=C(C1C32)C(C(F)(F)F)O)C)N4C(=O)[O-])C